[Br-].[Li+].CS(=O)(=O)OS(=O)(=O)C methanesulfonic anhydride lithium bromide